tert-butyl 2-[4-[4-[(2,6-dioxo-3-piperidyl)oxy]-2-fluorosulfonyl-phenyl]-1-piperidyl]acetate O=C1NC(CCC1OC1=CC(=C(C=C1)C1CCN(CC1)CC(=O)OC(C)(C)C)S(=O)(=O)F)=O